O=C1NC(CC[C@H]1N1C(C2=CC=C(C=C2C1=O)N1CCC(CC1)CN1CCC(CC1)CNC1=C2N=CN(C2=NC=N1)C1CC(C1)NC(C1=NC(=CC=C1)C)=O)=O)=O N-((1r,3r)-3-(6-(((1-((1-(2-(2,6-dioxopiperidin-3-yl)-1,3-dioxoisoindolin-5-yl)piperidin-4-yl)methyl)piperidin-4-yl)methyl)amino)-9H-purin-9-yl)cyclobutyl)-6-methylpicolinamide